FC1=C(CNC(=O)C=2C(C(=C3C(N4CCCOC4CN3C2)=O)O)=O)C=CC(=C1)F 5-Hydroxy-6,10-dioxo-3,4,6,9,9a,10-hexahydro-2H-1-oxa-4a,8a-diaza-anthracene-7-carboxylic acid 2,4-difluoro-benzylamide